C(C(=C)C)(=O)OCC(C)CCCCCC 2-(methacryloyloxymethyl)octane